7-chloro-N-(4-(1-methyl-4-(trifluoromethyl)-1H-imidazol-2-yl)benzyl)imidazo[1,2-c]pyrimidin-5-amine ClC1=CC=2N(C(=N1)NCC1=CC=C(C=C1)C=1N(C=C(N1)C(F)(F)F)C)C=CN2